C(C=C)(=O)N1C(CN(CC1)C1=NC=NC2=CC(=C(C=C12)Cl)C1=C(C=CC=C1)CC)CC#N 2-(1-acryloyl-4-(6-chloro-7-(2-ethylphenyl)quinazolin-4-yl)piperazin-2-yl)acetonitrile